ClC=1C(=NC(=CC1)OC([2H])([2H])[2H])C(NC)=S 3-chloro-6-(methoxy-d3)-N-methylpyridine-2-carbothioamide